ClC1=C(C(=O)O)C(=CC(=C1)N1C=NC(=C1)C1=CC=CC=C1)Cl 2,6-dichloro-4-(4-phenyl-1H-imidazol-1-yl)benzoic acid